NC1=CC=C(C=C1)N1C=NC2=C1C=C(C=C2)O 3-(4-amino-phenyl)-3H-benzimidazol-5-ol